5-[tert-Butyl(dimethyl)silyl]oxy-4-[tert-butyl(diphenyl)silyl]oxy-pentan-1-ol [Si](C)(C)(C(C)(C)C)OCC(CCCO)O[Si](C1=CC=CC=C1)(C1=CC=CC=C1)C(C)(C)C